FC1(CCC(CC1)NC(C(C=1C=NC=C(C1)F)N(C(=O)[C@@H]1NCCC1(C)C)C1=CC=C(C=C1)S(F)(F)(F)(F)F)=O)F (2R)-N-[2-[(4,4-difluorocyclohexyl)amino]-1-(5-fluoro-3-pyridyl)-2-oxo-ethyl]-3,3-dimethyl-N-[4-(pentafluoro-λ6-sulfanyl)phenyl]pyrrolidine-2-carboxamide